COC(=O)C1=NC=CN=C1NC1=CC=C(C=C1)C(F)(F)F 3-[4-(Trifluoromethyl)anilino]pyrazine-2-carboxylic acid methyl ester